1-tert-butyl 2-ethyl 5-[(diethoxyphosphoryl)methyl]-1H-indole-1,2-dicarboxylate C(C)OP(=O)(OCC)CC=1C=C2C=C(N(C2=CC1)C(=O)OC(C)(C)C)C(=O)OCC